1-(trimethylsilyloxy)cyclohexene C[Si](OC1=CCCCC1)(C)C